ClC1=C(C(=O)OCC([C@H](C[C@H]2C(NCC2)=O)NC(CN2C3=C(OC[C@@H](C2=O)NC(=O)OCC2=CC=CC=C2)C=CC=C3)=O)=O)C(=CC=C1)Cl (S)-3-(2-((S)-3-(benzyloxycarbonylamino)-4-oxo-3,4-dihydrobenzo[b][1,4]oxazepin-5(2H)-yl)acetamido)-2-oxo-4-((S)-2-oxopyrrolidin-3-yl)butyl 2,6-dichlorobenzoate